4-(vinylamino)cyclohexanone ethyl-3-{[4-(4-{3-[(tert-butoxycarbonyl)amino]propanamido}-1-methylpyrrole-2-amido)-1-methylimidazol-2-yl]formamido}propanoate C(C)OC(CCNC(=O)C=1N(C=C(N1)NC(=O)C=1N(C=C(C1)NC(CCNC(=O)OC(C)(C)C)=O)C)C)=O.C(=C)NC1CCC(CC1)=O